ClC1=C(C)C(=CC(=C1)[N+](=O)[O-])CCl 2-chloro-4-nitro-6-(chloromethyl)toluene